ClC1=CC=C(C(=N1)NC#N)C#N 6-chloro-2-(cyanoamino)pyridine-3-carbonitrile